BrC1=CC2=C(NC=3N(CC2)N=C(C3C#N)C3=CC=C(C=C3)OC3=CC=CC=C3)C=C1 7-bromo-2-(4-phenoxyphenyl)-9,10-dihydro-4H-benzo[d]pyrazolo[1,5-a][1,3]diazepine-3-carbonitrile